CN(C/C=C/C(=O)NC1=CC=C(C(=O)NC=2C=C(C=CC2)NC=2C3=C(NN2)C(N(C3)C(=O)N[C@H](CO)C3=CC=CC=C3)(C)C)C=C1)C (S,E)-3-((3-(4-(4-(dimethylamino)but-2-enamido)benzamido)phenyl)amino)-N-(2-hydroxy-1-phenylethyl)-6,6-dimethyl-4,6-dihydropyrrolo[3,4-c]pyrazole-5(1H)-carboxamide